O1COC2=C1C=CC(=C2)/C=C/C(=O)C2=CC=C(C=C2)OCCO[C@@H]2[C@@H]([C@@H]1CC[C@H]([C@@H]3CC[C@]4(OO[C@]31[C@H](O2)O4)C)C)C (E)-3-(1,3-Benzodioxol-5-yl)-1-[4-[2-[[(1R,4S,5R,8S,9R,10S,12R,13R)-1,5,9-trimethyl-11,14,15,16-tetraoxatetracyclo[10.3.1.04,13.08,13]hexadecan-10-yl]oxy]ethoxy]phenyl]prop-2-en-1-one